N,N'-bis(4-hydroxyl-2,6-dimethylphenyl)oxalamide OC1=CC(=C(C(=C1)C)NC(C(=O)NC1=C(C=C(C=C1C)O)C)=O)C